1-tetradecanoyl-2-octadecanoyl-sn-glycero-3-phosphocholine C(CCCCCCCCCCCCC)(=O)OC[C@@H](OC(CCCCCCCCCCCCCCCCC)=O)COP(=O)([O-])OCC[N+](C)(C)C